ClC1=C(C(=NN1C1OCCCC1)C(=O)OC)N(C(C)=O)C methyl 5-chloro-4-(N-methylacetamido)-1-(tetrahydro-2H-pyran-2-yl)-1H-pyrazole-3-carboxylate